2,3,6,7,10,11-hexakis(pentyloxy)-1,8-triphenylenediamine C(CCCC)OC1=C(C=2C3=CC(=C(C=C3C3=C(C(=C(C=C3C2C=C1OCCCCC)OCCCCC)OCCCCC)N)OCCCCC)OCCCCC)N